ClC1=C(C=CC=C1C1=CC=C(C(=N1)OC)CN1C[C@@H](CC1)C(=O)O)C1=C(C(=CC=C1)NC=1C2=C(N=C(N1)C)C=CC=N2)C (R)-1-((6-(2-chloro-2'-methyl-3'-((2-methylpyrido[3,2-d]pyrimidin-4-yl)amino)-[1,1'-biphenyl]-3-yl)-2-methoxypyridin-3-yl)methyl)pyrrolidine-3-carboxylic acid